C(#N)C=1C=CC(=C2C=CC=NC12)N1CC=2N(N=C3C=C(C=CC23)C=2CC=NCC2)[C@@H](C1)C (R)-4-(2-(8-cyanoquinoline-5-yl)-4-methyl-1,2,3,4-tetrahydropyrazino[1,2-b]indazol-8-yl)-3,6-dihydropyridine